Benzyl (2S)-2-(cyanomethyl)-4-(2-(methylthio)-7-(3-(tetrahydro-2H-pyran-2-yl)-3H-benzo[e]indazol-9-yl)-6,7-dihydro-5H-pyrano[2,3-d]pyrimidin-4-yl)piperazine-1-carboxylate C(#N)C[C@@H]1N(CCN(C1)C=1C2=C(N=C(N1)SC)OC(CC2)C2=CC=CC1=C2C=2C=NN(C2C=C1)C1OCCCC1)C(=O)OCC1=CC=CC=C1